CC1=NC(=CC(=N1)NC1=CC2=C(C=N1)C(NN2C2=CC=C(C=C2)C(F)(F)F)=O)C 6-((2,6-dimethylpyrimidin-4-yl)amino)-1-(4-(trifluoromethyl)phenyl)-1,2-dihydro-3H-pyrazolo[4,3-c]pyridin-3-one